3-ethyl-9,10-difluoro-2,3-dihydro-7H-[1,4]oxazino[2,3,4-ij]quinolin-7-one C(C)C1COC=2C(=C(C=C3C(C=CN1C23)=O)F)F